4-cyano-4-(dodecyl-thiocarbonyl)thiovaleric acid C(#N)C(CCC(=S)O)(C)C(=S)CCCCCCCCCCCC